CC1=C(C=CC(=C1)C)C1CC(CC1)=O 3-(2,4-dimethylphenyl)cyclopentan-1-one